4-(((tert-butoxycarbonyl)-(thiazol-4-ylmethyl)-amino)methyl)-2-meth-ylbenzoic acid C(C)(C)(C)OC(=O)N(CC=1N=CSC1)CC1=CC(=C(C(=O)O)C=C1)C